CNC(CCCCCCCCC)CCCCCCC\C=C/CCCCCCCC (Z)-N-methylheptacos-18-en-10-amine